CC=1C(=C2C=NN(C2=CC1)COCC[Si](C)(C)C)CO (5-methyl-1-((2-(trimethylsilyl)ethoxy)methyl)-1H-indazol-4-yl)methanol